N-(2-hydroxyethyl)pyrazolo[3,4-d]pyrimidine-6-carboxamide OCCNC(=O)C1=NC=C2C(N1)=NN=C2